BrC1=NN2C(NC(=CC2=O)C2=CC=C(C=C2)C2CCCCC2)=C1C(=O)N1CC(C1)CF 2-bromo-5-(4-cyclohexylphenyl)-3-[3-(fluoromethyl)azetidine-1-carbonyl]-4H-pyrazolo[1,5-a]Pyrimidin-7-one